Methyl 2-bromobenzoate (methyl 2-bromobenzoate) CC=1C(=C(C(=O)O)C=CC1)Br.BrC1=C(C(=O)OC)C=CC=C1